(5-bromo-2,3-dihydro-1H-inden-1-yl)-2-methylpyridine-4-carboxamide BrC=1C=C2CCC(C2=CC1)C=1C(=NC=CC1C(=O)N)C